5-(difluoromethyl)-7-[(3S,4R)-1-[(1S)-1-(2,6-dimethyl-4-pyridyl)ethyl]-4-methyl-3-piperidinyl]-[1,2,4]triazolo[1,5-a]pyrimidine FC(C1=NC=2N(C(=C1)[C@@H]1CN(CC[C@H]1C)[C@@H](C)C1=CC(=NC(=C1)C)C)N=CN2)F